N-[(R)-2-amino-3-(p-aminophenyl)propyl]-trans-(S,S)-cyclohexane-1,2-diamine N[C@@H](CN[C@H]1[C@@H](CCCC1)N)CC1=CC=C(C=C1)N